CS(CC=O)(=O)C 2-(dimethyl-(oxo)-lambda6-sulfanyl)ethan-1-one